2-(5-Fluoro-6-(4-(1-methylpiperidin-4-yl)phenyl)-4-oxoquinazolin-3(4H)-yl)-2-(pyridin-2-yl)-N-(thiazol-2-yl)-acetamide FC1=C2C(N(C=NC2=CC=C1C1=CC=C(C=C1)C1CCN(CC1)C)C(C(=O)NC=1SC=CN1)C1=NC=CC=C1)=O